C(C)(C)(C)OC(=O)N1C[C@H](CCC1)O (S)-N-tert-butyloxycarbonyl-3-hydroxypiperidine